methyl 4-hydroxy-3-aminobenzoate hydrochloride Cl.OC1=C(C=C(C(=O)OC)C=C1)N